ethyl 2-((2-((4-bromophenyl) amino)-2-oxoethyl) thio)-1H-imidazole-4-carboxylate BrC1=CC=C(C=C1)NC(CSC=1NC=C(N1)C(=O)OCC)=O